1,3-dimethyl-N-(3-(3-(piperidin-4-yl)-6-(2-(trifluoromethyl)phenyl)-2H-indazol-2-yl)butyl)-1H-pyrazol-5-amine CN1N=C(C=C1NCCC(C)N1N=C2C=C(C=CC2=C1C1CCNCC1)C1=C(C=CC=C1)C(F)(F)F)C